C(C1=CC=CC=C1)OC1=CC=C(C=C1)C1(CCC(CC1)(F)F)C(=O)N1[C@H](C[C@H](C1)F)C(=O)NC1=CC=C2C(=N1)C=NN2C(=O)OC(C)(C)C tert-Butyl 5-{[(4R)-1-({1-[4-(benzyloxy)phenyl]-4,4-difluorocyclohexyl}carbonyl)-4-fluoro-D-prolyl]amino}-1H-pyrazolo[4,3-b]pyridine-1-carboxylate